2-(2,6-diethyl-4-((4-(4-(trifluoromethyl)benzyl)piperazin-1-yl)methyl)phenoxy)-2-methylpropanoic acid C(C)C1=C(OC(C(=O)O)(C)C)C(=CC(=C1)CN1CCN(CC1)CC1=CC=C(C=C1)C(F)(F)F)CC